4-(2-(1-((R)-2-(1,3,4-oxadiazol-2-yl)-2-azaspiro[3.4]oct-6-yl)piperidin-4-yl)phenyl)cyclohexan-1-ol O1C(=NN=C1)N1CC2(C1)C[C@@H](CC2)N2CCC(CC2)C2=C(C=CC=C2)C2CCC(CC2)O